O=C1NC(CCC1N1C(C2=CC=CC(=C2C1)OC(C(=O)O)CCCCCC)=O)=O ((2-(2,6-dioxopiperidin-3-yl)-1-oxoisoindolin-4-yl)oxy)octanoic acid